5-(4-(4-(2-(2-Aminopyridin-3-yl)-3H-imidazo[4,5-b]pyridin-3-yl)benzyl)piperazin-1-yl)picolinonitrile NC1=NC=CC=C1C1=NC=2C(=NC=CC2)N1C1=CC=C(CN2CCN(CC2)C=2C=CC(=NC2)C#N)C=C1